[C@H]12OC[C@H](N(C1)C1CCN(CC1)C1=C(C=C(C(=C1)OC)NC1=NC=NC(=C1)N1OCC[C@@H]1C1=C(C(=CC=C1)Cl)F)NC(C=C)=O)C2 N-(2-(4-((1R,4R)-2-oxa-5-azabicyclo[2.2.1]heptane-5-yl)piperidine-1-yl)-5-((6-((R)-3-(3-chloro-2-fluorophenyl)isoxazolidine-2-yl)pyrimidine-4-yl)amino)-4-methoxyphenyl)acrylamide